cyanomethyl (2S)-2-[[4-[[2-(4-fluorophenyl)acetyl]amino]phenyl]methoxycarbonylamino]-3-[(5-fluoropyridin-3-yl)methoxy]propanoate FC1=CC=C(C=C1)CC(=O)NC1=CC=C(C=C1)COC(=O)N[C@H](C(=O)OCC#N)COCC=1C=NC=C(C1)F